C(C)(C)(C)OC(=O)NCC[B-](F)(F)F 2-(tert-butoxycarbonylamino)ethyl-trifluoro-boranuide